BrC=1N=C(N2C1C(=CC(=C2)S(=O)(=O)N(COCC[Si](C)(C)C)C2(COC2)C(F)F)Cl)C=2SC(=NN2)C(F)F 1-Bromo-8-chloro-3-(5-(difluoromethyl)-1,3,4-thiadiazol-2-yl)-N-(3-(difluoromethyl)oxetane-3-yl)-N-((2-(trimethylsilyl)ethoxy)methyl)imidazo[1,5-a]pyridine-6-sulfonamide